C(#N)[C@H]1NC([C@H]2N(C([C@H](CCC[C@@H]3[C@H](C1)C(NCC3)=O)NC(OC(C)(C)C)=O)=O)C[C@H]3[C@@H]2CCC3)=O tert-butyl ((4aS,8S,11aR,14aS,14bS,17S,18aS)-17-cyano-1,9,15-trioxodocosahydrocyclopenta[3,4]pyrrolo[1,2-a]pyrido[3,4-g][1,4]diazacyclotridecin-8-yl)carbamate